12-Chloro-14-fluoro-9-(2-fluorophenyl)-2,5,8-triazatricyclo[8.4.0.02,6]tetradeca-1(10),3,5,8,11,13-hexaene-4-carboxylic acid ClC1=CC=2C(=NCC3=NC(=CN3C2C(=C1)F)C(=O)O)C1=C(C=CC=C1)F